ClC=1N=CC2=C(N1)N(C=C2Cl)CCCOC2=NN(C(=C2N)C)C=2N(N=C(C2)C)C 3-(3-(2,5-Dichloro-7H-pyrrolo[2,3-d]pyrimidin-7-yl)propoxy)-2',5,5'-trimethyl-2'H-[1,3'-bipyrazol]-4-amine